C(C)(=O)N1CCC(CC1)N(C(OC(C)(C)C)=O)CC=1C=CC(=NC1OC)C1=C(C(=NC=C1)C1=C(C(=CC=C1)NC(C1=NC=C(C(=C1)OC)C=O)=O)Cl)Cl tert-butyl (1-acetylpiperidin-4-yl)((3'-chloro-2'-(2-chloro-3-(5-formyl-4-methoxypicolinamido)phenyl)-6-methoxy-[2,4'-bipyridin]-5-yl)methyl)carbamate